5-{[3-(4-{[(1s,4s)-4-(dimethylamino)-cyclohexyl]amino}-1-(2,2,2-trifluoroethyl)-1H-indol-2-yl)prop-2-yn-1-yl]amino}pyridine-2-carboxamide CN(C1CCC(CC1)NC1=C2C=C(N(C2=CC=C1)CC(F)(F)F)C#CCNC=1C=CC(=NC1)C(=O)N)C